(R)-N-(4-(3-((5-bromopyrimidin-2-yl)amino)pyrrolidine-1-carbonyl)-2-(2-morpholinoethoxy)phenyl)acrylamide BrC=1C=NC(=NC1)N[C@H]1CN(CC1)C(=O)C1=CC(=C(C=C1)NC(C=C)=O)OCCN1CCOCC1